4-amino-1-(3-(morpholinylmethyl)benzyl)-1H-imidazo[4,5-c]quinolin-2(3H)-one NC1=NC=2C=CC=CC2C2=C1NC(N2CC2=CC(=CC=C2)CN2CCOCC2)=O